C(C1=CC=CC=C1)OC1=NC(=CC=C1C1=NN(C2=CC(=CC=C12)N[C@H]1C(CN(CC1)C(=O)OC(C)(C)C)(F)F)C)OCC1=CC=CC=C1 tert-Butyl (4R)-4-[[3-(2,6-dibenzyloxy-3-pyridyl)-1-methyl-indazol-6-yl]amino]-3,3-difluoro-piperidine-1-carboxylate